(R)-(4-aminophenyl)(imino)methyl-λ6-sulfanone NC1=CC=C(C=C1)[SH2](=O)C=N